1-((1H-indol-5-yl)sulfonyl)-N-(3-(trifluoromethyl)phenyl)piperidine-4-carboxamide N1C=CC2=CC(=CC=C12)S(=O)(=O)N1CCC(CC1)C(=O)NC1=CC(=CC=C1)C(F)(F)F